BrC=1C=C(C(=O)N[C@@H](CCCNC(OCC2=CC=CC=C2)=O)C(=O)NCC(=O)C2=CC=C(C=C2)Cl)C=CC1 Benzyl (S)-(4-(3-bromobenzamido)-5-((2-(4-chlorophenyl)-2-oxoethyl)amino)-5-oxopentyl)carbamate